O1C(=CC=C1)C=1C=CC(=C(C1)NC1=NC=NC2=CC(=C(C=C12)OC1CCN(CC1)C(C=C)=O)OC)OC1COCC1 1-(4-((4-((5-(furan-2-yl)-2-((tetrahydrofuran-3-yl)oxy)phenyl)amino)-7-methoxyquinazolin-6-yl)oxy)piperidin-1-yl)prop-2-en-1-one